ClC1=C2C(=NC(=N1)Cl)N(N=C2)C2=C(OCC(=O)OCC)C=C(C=C2)F ethyl 2-[2-(4,6-dichloropyrazolo[3,4-d]pyrimidin-1-yl)-5-fluoro-phenoxy]acetate